6-fluoro-7-{3-[(5-methylpyridin-2-yl)carbamoyl]azetidin-1-yl}-4-oxo-1-(1,2,4-thiadiazol-5-yl)-1,4-dihydro-1,8-naphthyridine-3-carboxylic acid FC=1C=C2C(C(=CN(C2=NC1N1CC(C1)C(NC1=NC=C(C=C1)C)=O)C1=NC=NS1)C(=O)O)=O